5,6-difluoro-1H-benzimidazole-2-carbaldehyde FC1=CC2=C(NC(=N2)C=O)C=C1F